2-(2-(1-((R)-1-(2,6-dichloro-3-cyclopropylphenyl)ethyl)-1H-imidazo[4,5-c]pyridin-6-yl)-5-(4-hydroxypiperidin-1-yl)phenyl)propionic acid ClC1=C(C(=CC=C1C1CC1)Cl)[C@@H](C)N1C=NC=2C=NC(=CC21)C2=C(C=C(C=C2)N2CCC(CC2)O)C(C(=O)O)C